3,5-bis((1-isopropyl-1H-1,2,3-triazol-4-yl)methylene)-1-((4-methoxyphenyl)sulfonyl)piperidin-4-one C(C)(C)N1N=NC(=C1)C=C1CN(CC(C1=O)=CC=1N=NN(C1)C(C)C)S(=O)(=O)C1=CC=C(C=C1)OC